C(C)(C)(C)OC(=O)N1C(CCCC1)NC1=C(C=CC=C1C(F)(F)F)[N+](=O)[O-] ((2-nitro-6-(trifluoromethyl)phenyl)amino)piperidine-1-carboxylic acid tert-butyl ester